CC=1N=C(SC1C(=O)OC(C)C)NC(C[C@H](CCCNC)NC(C1=CC(=CC=C1)C1=NOC(=N1)C)=O)=O Isopropyl (S)-4-methyl-2-(3-(3-(5-methyl-1,2,4-oxadiazol-3-yl)benzamido)-6-(methylamino)hexanamido)thiazole-5-carboxylate